(2R,3S,5R)-5-(6-amino-2-fluoro-9H-purin-9-yl)-2-ethynyl-2-(hydroxymethyl)tetrahydrofuran-3-yl((5-methyl-2-oxo-1,3-dioxol-4-yl)methyl) carbonate C(OC(C=1OC(OC1C)=O)[C@H]1[C@](O[C@H](C1)N1C2=NC(=NC(=C2N=C1)N)F)(CO)C#C)([O-])=O